C(C)(C)(C)OC(=O)N1CCN(CC1)C#CC 4-propynylpiperazine-1-carboxylic acid tert-butyl ester